silanetetrayl-tetrabenzaldehyde [Si](C1=C(C=O)C=CC=C1)(C1=C(C=O)C=CC=C1)(C1=C(C=O)C=CC=C1)C1=C(C=O)C=CC=C1